BrC1=CC(=C(C=O)C=C1)[N+](=O)[O-] 4-Bromo-2-nitrobenzaldehyde